(2,6-Dichloropyridin-4-yl)methyl N4,N4-dimethyl-L-asparaginate hydrochloride Cl.CN(C(C[C@H](N)C(=O)OCC1=CC(=NC(=C1)Cl)Cl)=O)C